BrC=1C(=NN(C1)C)C1=CC=C(C=C1)F 4-bromo-3-(4-fluorophenyl)-1-methyl-1H-pyrazole